ClC=1C=C(C#N)C=CC1S(=O)(=O)N1C[C@]([C@H](C1)S(=O)(=O)C1=CC=C(C=C1)Cl)(CNC)O 3-chloro-4-(((3S,4S)-4-((4-chlorophenyl)sulfonyl)-3-hydroxy-3-((methylamino)methyl)pyrrolidin-1-yl)sulfonyl)benzonitrile